6-(2-benzyl-3,3a,4,6,7,7a-hexahydro-1H-pyrrolo[3,4-c]pyridin-5-yl)-8-methyl-2-methylsulfanyl-pyrido[2,3-d]pyrimidin-7-one C(C1=CC=CC=C1)N1CC2CN(CCC2C1)C1=CC2=C(N=C(N=C2)SC)N(C1=O)C